tert-butyl (N-((1-(1-(6-(fluoromethoxy)-7-methoxyquinolin-4-yl)piperidin-4-yl)cyclopropyl)methyl)sulfamyl)carbamate FCOC=1C=C2C(=CC=NC2=CC1OC)N1CCC(CC1)C1(CC1)CNS(=O)(=O)NC(OC(C)(C)C)=O